C(C)(C)(C)OC(=O)N1[C@H](CN([C@@H](C1)C)C(C1=CC=C(C=C1)C(F)F)=O)C.C1(=CC=C(C=C1)N(C1=CC=C(C=C1)C1=CC=CC=C1)C1=CC=C(C=C1)C1=CC=C(C=C1)N(C1=CC=C(C=C1)C1=CC=CC=C1)C1=CC=C(C=C1)C1=CC=CC=C1)C1=CC=CC=C1 bis(N,N-bis(4-biphenylyl)amino)biphenyl tert-Butyl-(2S,5R)-4-(4-(difluoromethyl)benzoyl)-2,5-dimethylpiperazine-1-carboxylate